C(C1=CC=CC=C1)O[C@@H]1[C@H](N(C[C@@H]([C@H]1OCC1=CC=CC=C1)OCC1=CC=CC=C1)CCC1=C(C=CC=C1)F)CO ((2r,3r,4r,5s)-3,4,5-tris(benzyloxy)-1-(2-fluorophenylethyl)piperidin-2-yl)methanol